5-isothiocyanatopyrazine N(=C=S)C=1N=CC=NC1